COC=1C=C(C=NC1)N 5-methoxypyridin-3-amine